(gamma-methacryloxypropyl)bis(trimethylsiloxy)methylsilane C(C(=C)C)(=O)OCCC[SiH2]C(O[Si](C)(C)C)O[Si](C)(C)C